2-{2-[(5-benzyl-4-methyl-4H-1,2,4-triazol-3-yl)sulfanyl]acetamido}-4H,5H,6H-cyclopenta[b]thiophene-3-carboxamide C(C1=CC=CC=C1)C=1N(C(=NN1)SCC(=O)NC1=C(C2=C(S1)CCC2)C(=O)N)C